CCCCCCCCOS(=O)(=O)C1=CC=C(C=C1)C octyl p-toluenesulfonate